N1(CCC(CC1)C(=O)O)C(=O)O (3R,4R)-1,4-Piperidinedi-carboxylic acid